FC(S(=O)(=O)[O-])(F)F.CN(C=1C=CC2=CC3=CC=C(C=C3[N+](=C2C1)CCCCCCOS(=O)(=O)C(F)(F)F)N(C)C)C 3,6-Bis(dimethylamino)-10-(6-trifluoromethylsulfonyloxyhexyl)-acridinium trifluoromethanesulfonate